F[C@H]1CNCC[C@H]1NC1=C2C=C(N(C2=CC=C1)CC(F)(F)F)C#CCNC1=C(C=C(C(=O)N)C=C1)OC 4-[3-[4-[[(3S,4R)-3-fluoro-4-piperidyl]amino]-1-(2,2,2-trifluoroethyl)indol-2-yl]prop-2-ynylamino]-3-methoxy-benzamide